CC=1C(=NNC1)NC=1C2=C(N=C(N1)N[C@@H]1CC[C@H](CC1)CC#C)NC=C2 trans-N4-(4-methyl-1H-pyrazol-3-yl)-N2-[4-(prop-2-yn-1-yl)cyclohexyl]-7H-pyrrolo[2,3-d]Pyrimidine-2,4-diamine